3-bromo-9-(2-(2-ethoxyethoxy)ethyl)-6-nitro-9H-carbazole BrC=1C=CC=2N(C3=CC=C(C=C3C2C1)[N+](=O)[O-])CCOCCOCC